C(C1=CC=CC=C1)C1=NC(=NO1)C(=O)[O-].[Li+] lithium 5-benzyl-1,2,4-oxadiazole-3-carboxylate